(4-(5-(3-((8-chloro-[1,2,4]triazolo[4,3-a]quinazolin-5-yl)(methyl)amino)phenyl)pyridin-2-yl)piperazin-1-yl)-2,2-dimethylpropan-1-one ClC1=CC=C2C(=NC=3N(C2=C1)C=NN3)N(C=3C=C(C=CC3)C=3C=CC(=NC3)N3CCN(CC3)C(C(C)(C)C)=O)C